FC=1C=C(C=C(C1)F)C1=NC(=CC2=C1N=CN(C2=O)[C@H](CO)C(C)C)C2=CC=C(C=C2)C (S)-8-(3,5-difluorophenyl)-3-(1-hydroxy-3-methylbut-2-yl)-6-(p-tolyl)pyrido[3,4-d]pyrimidin-4(3H)-one